2,2'-Propylidenebis(4-n-propyl-6-t-butylphenol) C(CC)(C1=C(C(=CC(=C1)CCC)C(C)(C)C)O)C1=C(C(=CC(=C1)CCC)C(C)(C)C)O